3-Methoxypropan-1-yne COCC#C